OC=1C(=NN(C1C)CCC)C(C)C 4-Hydroxy-5-methyl-1-n-propyl-3-isopropyl-pyrazole